C(CCCCCCCC)C1=CC=C(OC(COCCOCCOCCOCCOCCOCCOCCO)O)C=C1 4-Normal nonylphenoxyoctaethylene glycol